BrC=1C(=C(C=CC1[N+](=O)[O-])C(C#N)C1=CC=CC=C1)F 2-(3-bromo-2-fluoro-4-nitrophenyl)-2-phenylacetonitrile